methyl 5-amino-3-methyl-6-phenyl-[2,4'-bipyridine]-2'-carboxylate NC=1C=C(C(=NC1C1=CC=CC=C1)C1=CC(=NC=C1)C(=O)OC)C